N-(2,5-di(piperidin-1-yl)thiazolo[4,5-b]pyridin-6-yl)-6-(1H-pyrazol-4-yl)picolinamide N1(CCCCC1)C=1SC=2C(=NC(=C(C2)NC(C2=NC(=CC=C2)C=2C=NNC2)=O)N2CCCCC2)N1